N,N'-(2,2'-dimethyl-[1,1'-biphenyl]-3,3'-diyl)bis(4-cyclopropyl-5-(dimethoxymethyl)picolinamide) CC1=C(C=CC=C1NC(C1=NC=C(C(=C1)C1CC1)C(OC)OC)=O)C1=C(C(=CC=C1)NC(C1=NC=C(C(=C1)C1CC1)C(OC)OC)=O)C